O(Cl)Cl.[Cu] copper (oxy) chloride